C1(CC1)N1C(C(=CC=C1)NC(=O)C=1C(=NC=2N(C1)C=C(N2)C21COC(CC2)(CC1)C)OC(C)C)=O N-(1-cyclopropyl-2-oxo-1,2-dihydropyridin-3-yl)-7-isopropoxy-2-(1-methyl-2-oxabicyclo[2.2.2]octan-4-yl)imidazo[1,2-a]pyrimidine-6-carboxamide